O1C(NC2=C1C=CC(=C2)NC2=NC(=NC=C2C)NC=2C=C1CN(CC1=CC2)CC)=O N4-(benzo[d]oxazol-2(3H)-on-5-yl)-N2-(2-ethylisoindolin-5-yl)-5-methylpyrimidine-2,4-diamine